thiomorpholinamide N1(CCSCC1)C(=O)N